C(C)(C)(C)OC=1C=NC(=NC1)C1=CC(=CN1C)C(=O)NC1=CC(=CC(=C1)S(=O)(=O)C)Cl 5-(5-(tert-butoxy)pyrimidin-2-yl)-N-(3-chloro-5-(methylsulfonyl)phenyl)-1-methyl-1H-pyrrole-3-carboxamide